ClC1=C(C=CC(=C1)C(F)(F)F)NC(CN1C=2N(C(C(=C1CC)C=C1CN[C@@H](C1)CC)=O)N=C(N2)C=2CCOCC2)=O (R)-N-(2-chloro-4-(trifluoromethyl)phenyl)-2-(2-(3,6-dihydro-2H-pyran-4-yl)-5-ethyl-6-((5-ethylpyrrolidin-3-ylidene)methyl)-7-oxo-[1,2,4]triazolo[1,5-a]pyrimidin-4(7H)-yl)acetamide